C(CCC)C1([C@@]([C@@]2([C@@H](OC(O2)(C)C)[C@@H]1N1C=C(C2=C1N=C(N=C2Cl)Cl)Br)CCCC)(CNC([O-])=O)CCCC)CCCC tetrAbutyl-N-{[(3aR,4R,6R,6aS)-6-{5-bromo-2,4-dichloropyrrolo[2,3-d]pyrimidin-7-yl}-2,2-dimethyl-tetrahydro-3aH-cyclopenta[d][1,3]dioxol-4-yl]methyl}carbamate